Nickel Sulphide [Ni]=S